BrC1=CC(=C(C=C1C1=CC2=C(N=C(N=C2)NC)N2C1=NCC2)NC(=O)NCCC(C)(C)C)F 1-(4-bromo-2-fluoro-5-(2-(methylamino)-8,9-dihydroimidazo[1',2':1,6]pyrido[2,3-d]pyrimidin-6-yl)phenyl)-3-(3,3-dimethylbutyl)urea